[N+](=O)([O-])C=1C(=NC2=CC=CC=C2C1O)O 3-nitroquinoline-2,4-diol